1-ethoxy-4-methyl-2-(undec-2-en-5-yloxy)benzene C(C)OC1=C(C=C(C=C1)C)OC(CC=CC)CCCCCC